3-(6-(4-fluoro-3-hydroxyphenoxy)pyridin-2-yl)-N-phenylbenzenesulfonamide FC1=C(C=C(OC2=CC=CC(=N2)C=2C=C(C=CC2)S(=O)(=O)NC2=CC=CC=C2)C=C1)O